(S)-1-(1-((5-(4-((6-((2-(1H-1,2,4-triazol-1-yl)ethyl)amino)pyridin-3-yl)ethynyl)phenyl)isoxazol-3-yl)methyl)-1H-imidazol-2-yl)ethan-1-ol N1(N=CN=C1)CCNC1=CC=C(C=N1)C#CC1=CC=C(C=C1)C1=CC(=NO1)CN1C(=NC=C1)[C@H](C)O